5-(6-bromo-5-((2-hydroxyethyl)amino)pyrazin-2-yl)-N-cyclopropyl-2-fluoro-4-methylbenzamide BrC1=C(N=CC(=N1)C=1C(=CC(=C(C(=O)NC2CC2)C1)F)C)NCCO